COC1=CC=C(CN(C2=NC(=NN3C2=NC=C3C(O)C=3C=NC(=C(C3)C)N3CCC(CC3)CN(C)C)NC(CCC)CCC)CC3=CC=C(C=C3)OC)C=C1 (4-(bis(4-methoxybenzyl)amino)-2-(heptan-4-ylamino)imidazo[2,1-f][1,2,4]triazin-7-yl)(6-(4-((dimethylamino)methyl)piperidin-1-yl)-5-methylpyridin-3-yl)methanol